C(CCC)N(C(=O)N)CCCCCCCCCCC N-butyl-N-undecylurea